C(C)(C)(C)OC(=O)N1CC(CCC1)(C1=C(C=CC=C1)OC)O 3-hydroxy-3-(2-methoxyphenyl)piperidine-1-carboxylic acid tert-butyl ester